C(C)(C)(C)OC(=O)N1CC(CCC1)C1=NC(=CC=C1)Br.BrC1=CC=2C3(C4=CC(=CC=C4C2C=C1)Br)CC(C3)(CBr)CBr 2',7'-dibromo-3,3-bis(bromomethyl)spiro[cyclobutane-1,9'-fluorene] tert-butyl-3-(6-bromopyridin-2-yl)piperidine-1-carboxylate